CO[Si](CCCC(C(=O)NBr)CCC[Si](OC)(OC)OC)(OC)OC bis(3-trimethoxysilylpropyl)-N-bromoacetamide